BrC1=NC=C(C(=C1)N1C(C(=C(C=C1C)O)Cl)=O)Cl 2'-bromo-3,5'-dichloro-4-hydroxy-6-methyl-2H-[1,4'-bipyridin]-2-one